COC(=O)C1=CC=C(C=2N1N=C(C2)C[C@@H]([C@@H](C2=CC(=C(C(=C2)OC)C)OC)O[Si](C)(C)C(C)(C)C)OC2CCCC2)NC 2-((2S,3R)-3-((tert-Butyldimethylsilyl)oxy)-2-(cyclopentyloxy)-3-(3,5-dimethoxy-4-methylphenyl)propyl)-4-(methylamino)pyrazolo[1,5-a]pyridine-7-carboxylic acid methyl ester